5-fluoro-1-methyl-6-oxo-1,6-dihydropyridine-3-carboxylic acid methyl ester COC(=O)C1=CN(C(C(=C1)F)=O)C